N-cyclopropyl-2-fluoro-1'-((5-fluoro-2-methyl-3-oxo-3,4-dihydroquinoxalin-6-yl)methyl)-1',2',3',6'-tetrahydro-[3,4'-bipyridyl]-6-carboxamide C1(CC1)NC(=O)C1=CC=C(C(=N1)F)C=1CCN(CC1)CC=1C(=C2NC(C(=NC2=CC1)C)=O)F